CCCCCCCCCCCCCCCCCC/C=C\OC[C@H](COP(=O)([O-])OCC[N+](C)(C)C)OC(=O)CCCCCCC/C=C\C/C=C\CCCC 1-(1Z-eicosenyl)-2-(9Z,12Z-heptadecadienoyl)-glycero-3-phosphocholine